4-(3-((5s,7s)-5-hydroxyadamantan-2-yl)ureido)-N-isobutylbenzamide OC12CC3C(C(CC(C1)C3)C2)NC(NC2=CC=C(C(=O)NCC(C)C)C=C2)=O